COC1=CC=C(COCC(=O)NN)C=C1 2-((4-methoxybenzyl)oxy)acetohydrazide